1-(3-phenylpropanoyl)piperidin C1(=CC=CC=C1)CCC(=O)N1CCCCC1